N-cyclopropyl-5-(5-(1-ethyl-1H-pyrazol-4-yl)-6-((1-(hydroxymethyl)cyclopropyl)amino)pyridin-3-yl)-2-fluoro-4-methylbenzamide C1(CC1)NC(C1=C(C=C(C(=C1)C=1C=NC(=C(C1)C=1C=NN(C1)CC)NC1(CC1)CO)C)F)=O